disodium undecenoyl glutamate potassium undecylenoyl-glutamate C(CCCCCCCCC=C)(=O)N[C@@H](CCC(=O)[O-])C(=O)[O-].[K+].N[C@@H](CCC(=O)[O-])C(=O)OC(C=CCCCCCCCC)=O.[Na+].[Na+]